C(=O)C=1N=C(SC1)N1N=C(C(=C1)CC1=CC=C(C=C1)S(=O)(=O)N)C1=CC=CC=C1 4-((1-(4-formylthiazol-2-yl)-3-phenyl-1H-pyrazol-4-yl)methyl)benzenesulfonamide